C(CCC=CCCCCC=CCCC)CC(=O)[O-] tetradec-4,10-dien-1-ylacetate